CN1CCC(CC1)NC(=O)C=1C=C(C=C(C(=O)NCCCN(CCCCCCCCC(=O)OC(CC)CCCCC)CCCCCCCCC(=O)OC(CC)CCCCC)C1)C(=O)NCCCN(CCCCCCCCC(=O)OC(CC)CCCCC)CCCCCCCCC(=O)OC(CC)CCCCC tetra(octan-3-yl) 9,9',9'',9'''-((((5-((1-methylpiperidin-4-yl)carbamoyl)isophthaloyl)bis(azanediyl))bis(propane-3,1-diyl))bis(azanetriyl))tetranonanoate